COC(=O)CCCCCCCCCCCCCCCCCCCOC=1C2=CC=CC=C2C(=C2C=CC=CC12)OCCCCCCCCCCCCCCCCCCCC(=O)OC 9,10-bis(methoxycarbonylnonadecyloxy)anthracene